5-Ethyl-6-fluoro-4-(8-fluoro-2-(((2R,7aS)-2-fluorohexahydro-1H-pyrrolizin-7a-yl)methoxy)-4-((R)-1-oxa-6-azaspiro[3.5]nonan-6-yl)pyrido[4,3-d]pyrimidin-7-yl)naphthalen-2-ol C(C)C1=C2C(=CC(=CC2=CC=C1F)O)C1=C(C=2N=C(N=C(C2C=N1)N1C[C@]2(CCO2)CCC1)OC[C@]12CCCN2C[C@@H](C1)F)F